FC1=CC=C(C=C1)C(C=CC=1C=C(OCCC(=O)O)C=CC1)=O 3-[3-[3-(4-Fluorophenyl)-3-oxoprop-1-enyl]phenoxy]propanoic acid